ClC=1C=C(C2=C(OC(OC2C)(C2CCC(CC2)N2CC3(CC2)CNC(C3)=O)C)C1)C(=O)NCC=1C(NC(=CC1SC)C)=O 7-chloro-2,4-dimethyl-N-((6-methyl-4-(methylthio)-2-oxo-1,2-dihydropyridin-3-yl)methyl)-2-(4-(8-oxo-2,7-diazaspiro[4.4]non-2-yl)cyclohexyl)benzo[d][1,3]dioxan-5-carboxamide